methyl (S)-2-((tert-butoxycarbonyl) amino)-3-cyclopentylpropionate C(C)(C)(C)OC(=O)N[C@H](C(=O)OC)CC1CCCC1